Cl.Cl.CNCC1=C2C=CC=NC2=C(C(=C1)[N+](=O)[O-])O 5-((methylamino)methyl)-7-nitroquinolin-8-ol dihydrochloride